NC(CC1=CC(=C(C=C1)C1=CN=C(S1)[C@@H]1CC[C@H](CC1)NC(OC(C)C)=O)S(NCC)(=O)=O)=O isopropyl trans-N-[4-[5-[4-[2-amino-2-oxo-ethyl]-2-(ethylsulfamoyl)phenyl]thiazol-2-yl]cyclohexyl]carbamate